CC1=NC=CC(=C1)NCC#C 1-(2-methyl-4-pyridylamino)-2-propyne